CC(C1=CC=CC=C1)NC(=O)C2=CC=CC=C2N=CC3=C(C=CC4=CC=CC=C43)O The molecule is a benzamide obtained by formal condensation of the carboxy group of 2-{[(2-hydroxy-1-naphthyl)methylene]amino}benzoic acid with the amino group of 1-phenylethylamine. It has a role as an anti-inflammatory agent, an EC 3.5.1.98 (histone deacetylase) inhibitor and a Sir2 inhibitor. It is a member of benzamides, an aldimine and a member of naphthols. It derives from an anthranilic acid.